F.F.[Si] silicon dihydrofluoride